N'-(4-chlorobenzyl)-6-(4-ethoxyphenyl)pyrazine-2-carbohydrazide ClC1=CC=C(CNNC(=O)C2=NC(=CN=C2)C2=CC=C(C=C2)OCC)C=C1